CC1(CC1)NC(O[C@H]1CO[C@H](C1)C1=NN(C(=C1)NC(=O)C1=CC(=NN1C)COC(F)(F)F)C(C)(C)C)=O (3R,5R)-5-(1-(tert-butyl)-5-(1-methyl-3-((trifluoromethoxy)methyl)-1H-pyrazole-5-carboxamido)-1H-pyrazol-3-yl)tetrahydrofuran-3-yl (1-methylcyclopropyl)carbamate